C(OC(C)(C)C)(OCCCCC#N)=O tertbutyl 4-cyanobutyl carbonate